O1C(=NC2=C1C=CC=C2)C=2C=C1C=CN(C(C1=CC2F)=O)CCC[C@H](C)NC=2C=NNC(C2C(F)(F)F)=O (S)-6-(benzo[d]oxazol-2-yl)-7-fluoro-2-(4-((6-oxo-5-(trifluoromethyl)-1,6-dihydropyridazin-4-yl)amino)pentyl)isoquinolin-1(2H)-one